CNC(=O)C1=CC2=C(N1)C=CO2 N-methyl-4H-furo[3,2-b]Pyrrole-5-carboxamide